CN1N=C(C2=CC=C(C=C12)N[C@@H]1[C@@H](CC2(CNC2)CC1)C)C1C(NC(CC1)=O)=O 3-(1-methyl-6-(((6R,7S)-6-methyl-2-azaspiro[3.5]nonan-7-yl)amino)-1H-indazol-3-yl)piperidine-2,6-dione